4-chloro-N-(2-(4-chloro-3-fluorophenyl)-1-(4-(ethylamino)-5-fluoro-2-oxopyrimidin-1(2H)-yl)-2-oxoethyl)benzamide ClC1=CC=C(C(=O)NC(C(=O)C2=CC(=C(C=C2)Cl)F)N2C(N=C(C(=C2)F)NCC)=O)C=C1